ethyl 2-[4-[[5-(1H-benzimidazol-2-yl)-1-[(4-methoxyphenyl)methyl]pyrazol-3-yl]carbamoyl]-2-chloro-phenoxy]acetate N1C(=NC2=C1C=CC=C2)C2=CC(=NN2CC2=CC=C(C=C2)OC)NC(=O)C2=CC(=C(OCC(=O)OCC)C=C2)Cl